2-(5-(3,5-dichlorophenyl)thiophen-2-yl)-1-morpholinoethan-1-one ClC=1C=C(C=C(C1)Cl)C1=CC=C(S1)CC(=O)N1CCOCC1